F[C@H]1[C@H](C1)C(=O)NC1=CC(=C(N=N1)C(=O)NC([2H])([2H])[2H])NC1=NC=CC2=C1N(CC=1N2N=NC1)C |o1:1,2| rel-6-((1R,2R)-2-fluorocyclopropane-1-carboxamido)-N-(methyl-d3)-4-((5-methyl-4,5-dihydropyrido[3,4-e][1,2,3]triazolo[1,5-a]pyrazin-6-yl)amino)pyridazine-3-carboxamide